ClC1=C(C=C2CCCC2=C1)NC(C)=O N-(6-chloro-2,3-dihydro-1H-inden-5-yl)acetamide